1-methyl-4-nitrobenzene CC1=CC=C(C=C1)[N+](=O)[O-]